N-(2-chloro-4-((6,7-dimethoxyquinolin-4-yl)oxy)phenyl)-2-(3-(trifluoromethyl)phenyl)acetamide ClC1=C(C=CC(=C1)OC1=CC=NC2=CC(=C(C=C12)OC)OC)NC(CC1=CC(=CC=C1)C(F)(F)F)=O